C(=CC)[Sn](CCCC)(CCCC)Cl propenyl-dibutyl-tin chloride